FC=1C=C2CC(CC2=CC1F)C(=O)NC 5,6-difluoro-N-methyl-2,3-dihydro-1H-indene-2-carboxamide